l-p-hydroxybenzaldehyde OC1=CC=C(C=O)C=C1